2-(4-Chloro-3-fluorophenoxy)-N-(3-(2-((trans)-3-cyanocyclobutyl)-2H-1,2,3-triazol-4-yl)bicyclo[1.1.1]pent-1-yl)acetamide ClC1=C(C=C(OCC(=O)NC23CC(C2)(C3)C3=NN(N=C3)[C@@H]3C[C@H](C3)C#N)C=C1)F